BrC1(CC=C(C2=CC(=C(N)C(=C2)F)F)C=C1)N 4'-bromo-3,5-difluorobenzidine